3-(2-(trifluoromethylphenyl)acryloyl)oxazolin-2-one FC(F)(F)C1=C(C=CC=C1)C(C(=O)N1C(OC=C1)=O)=C